C(#N)C=1C(C=C2[C@H](CCC3=C(C2=CC1)C(=C(C(=C3)OC)OC)OC)NC(C)=O)=O (S)-N-(10-cyano-1,2,3-trimethoxy-9-oxo-5,6,7,9-tetrahydrobenzo[a]heptalen-7-yl)acetamide